8-cyclohexenyl-tetracyclo[4.4.0.12,5.17,10]-dodeca-3-ene C1(=CCCCC1)C1C2C3C4C=CC(C3C(C1)C2)C4